N-(4-(cyclopropanesulfonimidoyl)-2-(6-azaspiro[2.5]octan-6-yl)phenyl)-6-(4,4-difluoropiperidin-1-yl)-5-methylpyrazine-2-carboxamide C1(CC1)S(=O)(=N)C1=CC(=C(C=C1)NC(=O)C1=NC(=C(N=C1)C)N1CCC(CC1)(F)F)N1CCC2(CC2)CC1